vinyl-bis(n-hexoxy)methylsilane C(=C)[SiH2]C(OCCCCCC)OCCCCCC